C(C)(C)(C)OC(=O)N[C@@H](CC(=O)OCC)C=1C=C(C=C(C1F)C)C1=C(C=CC=C1OCCCC=C)C Ethyl (S)-3-((tert-butoxycarbonyl)amino)-3-(4-fluoro-2',5-dimethyl-6'-(pent-4-en-1-yloxy)-[1,1'-biphenyl]-3-yl)propanoate